COC1=C(C=C2C(=NC=NC2=C1)NC1=CC=C(C=C1)C(F)(F)F)OC1CN(CC1)C(C=C)=O 1-(3-((7-methoxy-4-((4-(trifluoromethyl)phenyl)-amino)quinazolin-6-yl)-oxy)pyrrolidin-1-yl)prop-2-en-1-one